25-tetratriacontenoic acid C(CCCCCCCCCCCCCCCCCCCCCCCC=CCCCCCCCC)(=O)O